(9H-fluoren-9-yl)methyl (2-(2-(2-(3-((2-((4-methyl-5-nitrothiazol-2-yl)carbamoyl)phenyl)amino)-3-oxopropoxy)ethoxy)ethoxy)ethyl)carbamate CC=1N=C(SC1[N+](=O)[O-])NC(=O)C1=C(C=CC=C1)NC(CCOCCOCCOCCNC(OCC1C2=CC=CC=C2C=2C=CC=CC12)=O)=O